OCC1(C(C(CCC1)(CO)CO)O)CO 2,2,6,6-tetrakis(hydroxymethyl)cyclohexanol